bis-trifluoroacetyl-bisphenol A FC(C(=O)C=1C(=C(O)C=CC1C(C)(C)C1=CC=C(C=C1)O)C(C(F)(F)F)=O)(F)F